2,4-diamino-5-methyl-quinazoline NC1=NC2=CC=CC(=C2C(=N1)N)C